8-(2,2-difluoroethyl)-3-(6-methoxy-5-(1H-pyrazol-4-yl)pyridin-2-yl)-1-(3-methoxybenzyl)-1,3,8-triazaspiro[4.5]decan-2-one FC(CN1CCC2(CN(C(N2CC2=CC(=CC=C2)OC)=O)C2=NC(=C(C=C2)C=2C=NNC2)OC)CC1)F